5-{[(1S)-1-(5-chloropyridin-2-yl)ethyl]thio}-7-{[(1R)-1-(hydroxymethyl)-3-methylbutyl]amino}-[1,3]thiazolo[4,5-d]pyrimidin-2(3H)-one ClC=1C=CC(=NC1)[C@H](C)SC=1N=C(C2=C(N1)NC(S2)=O)N[C@H](CC(C)C)CO